N-(5-(4-((2-(2,4-dihydroxy-5-isopropylbenzoyl)isoindolin-5-yl)methyl)piperazin-1-yl)pentyl)-3,6,9,12-tetraoxapentadecan-15-amide OC1=C(C(=O)N2CC3=CC=C(C=C3C2)CN2CCN(CC2)CCCCCNC(CCOCCOCCOCCOCC)=O)C=C(C(=C1)O)C(C)C